methyl-[(1-oxo-2-propenyl)amino]1-propanesulfonic acid CC(CC)(S(=O)(=O)O)NC(C=C)=O